(phenyl-d5)lithium C1(=C(C(=C(C(=C1[2H])[2H])[2H])[2H])[2H])[Li]